CS(=O)(=O)OC(C(F)(F)F)C=1N=NC(=CC1)N1C[C@@H](CCC1)N(CC1CCC1)C(=O)OC(C)(C)C [1-[6-[(3R)-3-[tert-butoxycarbonyl(cyclobutylmethyl)amino]-1-piperidyl]pyridazin-3-yl]-2,2,2-trifluoro-ethyl] methanesulfonate